C(CCC)N1C2=C(N(C(C3=C1C=CC=C3)=O)CC3=CC=C(C=C3)OC)C=C(C=C2)C(=O)OC methyl 5-butyl-10-(4-methoxybenzyl)-11-oxo-10,11-dihydro-5H-dibenzo[b,e][1,4]diazepine-8-carboxylate